(1-(2-(7-amino-1-(cyclopropylmethyl)-1H-indol-2-yl)-3-methyl-8-oxo-3,5,6,8-tetrahydro-7H-imidazo[4,5-b][1,6]naphthyridin-7-yl)-3-fluoropropane-2-yl) carbamate C(N)(OC(CN1C(C=2C=C3C(=NC2CC1)N(C(=N3)C=3N(C1=C(C=CC=C1C3)N)CC3CC3)C)=O)CF)=O